1-(1-(3,5-Dichlorophenyl)-2,5-dimethyl-1H-pyrrol-3-yl)-2-(pyrrolidin-1-yl)ethanone ClC=1C=C(C=C(C1)Cl)N1C(=C(C=C1C)C(CN1CCCC1)=O)C